3-(8-hydroxyquinolin-3-yl)-l-alanine OC=1C=CC=C2C=C(C=NC12)C[C@H](N)C(=O)O